6-bromofuro[3,2-b]pyridin-3-one BrC=1C=C2C(=NC1)C(CO2)=O